1-[(4-methylphenyl)methyl]-5-oxopyrrolidine-3-carboxylic acid CC1=CC=C(C=C1)CN1CC(CC1=O)C(=O)O